FC(C=1C=CC(=NC1)N1CCNCC1)(F)F (5-(Trifluoromethyl)pyridine-2-yl)piperazine